C(CCC)P butylphosphine